CC1(CCOCC1)C1=NC2=CC=CC=C2C=C1 2-(4-methyloxan-4-yl)quinolin